5-fluoro-2-(((3R,4R)-3-fluoro-1-(methylsulfonyl)piperidin-4-yl)amino)-7-(cis-2-fluorocyclopentyl)pyrrolo[2,1-f][1,2,4]triazine-6-carbonitrile FC=1C(=C(N2N=C(N=CC21)N[C@H]2[C@@H](CN(CC2)S(=O)(=O)C)F)[C@H]2[C@H](CCC2)F)C#N